ClC=1C(=C(C=CC1)CNC(CN(C(CC1=NNC2=CC=CC=C12)=O)C(C)C)=O)F N-(2-((3-chloro-2-fluorophenylmethyl)amino)-2-oxoethyl)-2-(1H-indazol-3-yl)-N-isopropylacetamide